2-butyn-1,4-diyl diacetate C(C)(=O)OCC#CCOC(C)=O